N-((6-bromo-5-methoxy-1H-indol-2-yl)methyl)-1-methylcyclopropane-1-carboxamide BrC1=C(C=C2C=C(NC2=C1)CNC(=O)C1(CC1)C)OC